NC1=CC(=C(OC2=CC(N(C=C2)C)=O)C=C1)C 4-(4-amino-2-methylphenoxy)-1-methylpyridin-2-one